(2R,2'R,2''R)-2,2',2''-{10-[(1R)-1-carboxy-4-{4-[2-(2-ethoxyethoxy)ethoxy]phenyl}butyl]-1,4,7,10-tetraazacyclododecane-1,4,7-triyl}tris(3-hydroxypropionic acid) gadolinium [Gd].C(=O)(O)[C@@H](CCCC1=CC=C(C=C1)OCCOCCOCC)N1CCN(CCN(CCN(CC1)[C@@H](C(=O)O)CO)[C@@H](C(=O)O)CO)[C@@H](C(=O)O)CO